Zirconium tris(phenolate) C1(=CC=CC=C1)[O-].C1(=CC=CC=C1)[O-].C1(=CC=CC=C1)[O-].[Zr+3]